ClC1=NC=C(C=C1)C=1C2CNC(C1)CC2 5-(2-chloro-5-pyridinyl)-2-azabicyclo[2.2.2]Oct-5-ene